C(#N)C=1C=C(C=CC1)NC(=O)[C@@H]1O[C@]([C@H]([C@H]1C1=C(C(=C(C=C1)F)F)OC)C)(C(F)(F)F)C (2R,3S,4S,5R)-N-(3-cyanophenyl)-3-(3,4-difluoro-2-methoxyphenyl)-4,5-dimethyl-5-(trifluoromethyl)tetrahydrofuran-2-carboxamide